methyl-2-(tert-butyl)-4-methylthiazole CC1=C(N=C(S1)C(C)(C)C)C